C(C)(=O)N1C(C(C=2C1=NC=CC2)=O)=CC2=NC=C(C=C2)OCC(=O)N2CCOCC2 1-acetyl-2-((5-(2-morpholino-2-oxo-ethoxy)pyridin-2-yl)methylene)-1,2-dihydro-3H-pyrrolo[2,3-b]pyridin-3-one